C1[C@H]([C@@H](CN1CC2=CC=CC=C2)O)O (3R,4R)-(-)-1-benzyl-3,4-pyrrolidindiol